NC[C@H](CC(=O)OC1=C2C(=CNC2=CC=C1)CCN(C)C)CC(C)C 3-(2-(dimethylamino)ethyl)-1H-indol-4-yl (S)-3-(aminomethyl)-5-methylhexanoate